(S)-2-((S)-4,4-difluoro-3-(6-oxo-1,6-dihydropyridin-3-yl)piperidin-1-yl)-N-(5-((3-fluoropyridin-2-yl)oxy)pyridin-2-yl)propanamide FC1([C@H](CN(CC1)[C@H](C(=O)NC1=NC=C(C=C1)OC1=NC=CC=C1F)C)C1=CNC(C=C1)=O)F